1-(3,4,5-trifluorophenyl)-3-(4-nitrophenyl)thiourea FC=1C=C(C=C(C1F)F)NC(=S)NC1=CC=C(C=C1)[N+](=O)[O-]